C(C#C)OCC=CC(=O)N 4-(prop-2-yn-1-yloxy)but-2-enamide